1-(4-sulfobutyl)-6-methylisoquinoline S(=O)(=O)(O)CCCCC1=NC=CC2=CC(=CC=C12)C